[O-2].[Fe+2].[K+].[Na+].[O-2] sodium potassium iron oxide